4-chloro-N-(2,4-dimethoxybenzyl)quinolin-8-amine ClC1=CC=NC2=C(C=CC=C12)NCC1=C(C=C(C=C1)OC)OC